ethyl 2-(6-(1-(4-(6-bromohexyl)-1H-1,2,3-triazol-1-yl)ethyl)-1-((2-(trimethylsilyl)ethoxy)methyl)-1H-pyrrolo[2,3-b]pyridin-2-yl)-7-methoxy-1-methyl-1H-benzo[d]imidazole-5-carboxylate BrCCCCCCC=1N=NN(C1)C(C)C1=CC=C2C(=N1)N(C(=C2)C2=NC1=C(N2C)C(=CC(=C1)C(=O)OCC)OC)COCC[Si](C)(C)C